COC1=C(C=CC(=C1)N1CCN(CC1)C)NC1=NC(=CC(=C1)NC=1C=CC=C2CCN(C12)C(C)=O)C 1-(7-((2-((2-Methoxy-4-(4-methylpiperazin-1-yl)phenyl)amino)-6-methylpyridin-4-yl)amino)indolin-1-yl)ethan-1-one